C(CCCC(=O)OC)(=O)OCCS 2-mercaptoethyl methyl glutarate